C(C)N(C1=CC=C(/C=C/C=2SC(=C3C2OCCO3)/C=C/C=O)C=C1)CC (E)-3-(7-((E)-4-(diethylamino)styryl)-2,3-dihydrothieno[3,4-b][1,4]dioxin-5-yl)acrylaldehyde